C(C=C)(=O)NC(C(C)C)S(=O)(=O)O 1-Acrylamido-2-methylpropanesulfonic acid